1-trifluoromethyl-pyridine 8-(2,3-Difluorobenzyl)-2-((4-ethyl-5-methylfuran-2-yl)methyl)-6-phenylimidazo[1,2-a]pyrazin-3-yl-acetat FC1=C(CC=2C=3N(C=C(N2)C2=CC=CC=C2)C(=C(N3)CC=3OC(=C(C3)CC)C)CC(=O)O)C=CC=C1F.FC(N1CC=CC=C1)(F)F